FC1=CC=C2NC=C(CC(N)C)C2=C1 5-Fluoro-α-methyltryptamine